BrC1=C(C=C(C=C1)OC)CBr 1-bromo-2-(bromomethyl)-4-methoxybenzene